N1(CCNCC1)C1=NC(=NC(=C1)N1CCCC1)NC1=CC2=C(C=N1)C=NN2CC=2C=NC=CC2 N-(4-piperazin-1-yl-6-pyrrolidin-1-ylpyrimidin-2-yl)-1-(pyridin-3-ylmethyl)-1H-pyrazolo[4,3-c]pyridin-6-amine